C(CCC)[C@]1(CS(C2=C(N(C1)C1=CC=C(C=C1)F)C=C(C(=C2)OC[C@@H](C(=O)O)O)SC)(=O)=O)C (S)-3-(((R)-3-butyl-5-(4-fluorophenyl)-3-methyl-7-(methylthio)-1,1-dioxido-2,3,4,5-tetrahydro-1,5-benzothiazepin-8-yl)oxy)-2-hydroxypropanoic acid